C(=O)(OC(C)(C)C)N1CCN(CC1)C1=NC=CC(=C1)Br 4-Boc-1-(4-bromo-2-pyridyl)piperazine